4-(1-methoxy-2-phenylpropan-2-yl)thiazol-2-amine COCC(C)(C1=CC=CC=C1)C=1N=C(SC1)N